P(=O)([O-])([O-])C(CC(=O)O)(CC(C(=O)O)P(=O)([O-])[O-])C(=O)O 2,4-diphosphonatobutane-1,2,4-tricarboxylic acid